ClC1=C(C=C(C=C1OC)OC)C1=CC2=C(N(CN=C2)C2=CC=C(C=C2)N2CCC(CC2)N(C)C)N2C1=NN=C2 6-(2-chloro-3,5-dimethoxyphenyl)-N-(4-(4-(dimethylamino)piperidin-1-yl)phenyl)-[1,2,4]triazolo[4',3':1,6]pyrido[2,3-d]pyrimidin